7-phenylthieno[2,3-d]pyridazine C1(=CC=CC=C1)C=1N=NC=C2C1SC=C2